[Si](C)(C)(C(C)(C)C)O[C@@H]1[C@@H](CCCC1)NC1=CC(=CC(=C1)F)Cl |&1:9| N-((1RS,2S)-2-((tert-butyldimethylsilyl)oxy)cyclohexyl)-3-chloro-5-fluoroaniline